Hydroxymethyl-Phosphonium Sulphate S(=O)(=O)([O-])[O-].OC[PH3+].OC[PH3+]